(R)-4-(1-((5-Cyclopropyl-7-methyl-1H-indol-4-yl)methyl)-4-(2,2-difluoroethyl)piperazin-2-yl)benzoic acid C1(CC1)C=1C(=C2C=CNC2=C(C1)C)CN1[C@@H](CN(CC1)CC(F)F)C1=CC=C(C(=O)O)C=C1